FC(C=1C=C(N(N1)C1=CC(=C(C=C1)F)F)CC(=O)OCC)F ethyl 2-[5-(difluoromethyl)-2-(3,4-difluorophenyl)pyrazol-3-yl]acetate